2-(2-Hydroxypropan-2-yl)-N'-((2,4,5,6-tetrahydro-1H-cyclobuta[b]cyclopenta[e]pyridin-7-yl)carbamoyl)thiazole-5-sulfonimidamide OC(C)(C)C=1SC(=CN1)S(=O)(N)=NC(NC1=C2C(=NC3=C1CCC3)CC2)=O